ClC1=CC=C(C=C1)[C@H](CCNC(=O)C=1C=C(C=NC1OC[2H])C1=CC=C2C(=NNC2=C1)C(=O)NC1CC1)O 6-(5-{[(3S)-3-(4-chlorophenyl)-3-hydroxypropyl]carbamoyl}-6-(deutero)methoxypyridin-3-yl)-N-cyclopropyl-1H-indazole-3-carboxamide